BrC=1C=C(C(=NC1)C(C)NC(=O)C=1C(=NC=CC1I)F)Cl N-[1-(5-bromo-3-chloropyridin-2-yl)ethyl]-2-fluoro-4-iodopyridine-3-carboxamide